((6-chloro-4-(2-fluorophenyl)pyridin-2-yl)imino)dimethyl-λ6-thiocanone ClC1=CC(=CC(=N1)N=C1S(CCCCCC1)(=O)(C)C)C1=C(C=CC=C1)F